C1(CCC1)ON1C(C2=CC=CC=C2C1=O)=O 2-Cyclobutaneoxyisoindoline-1,3-dione